C(C)(C)(C)OC(=O)NC1=CC=C(C(=O)C2=CC(=C(C(=O)O)C=C2)C)C=C1 4-(4-((tert-Butoxycarbonyl)amino)benzoyl)-2-methylbenzoic Acid